NCCC[Zr](OCC)(OCC)OCC aminopropyltriethoxyzirconium